C(CCCC)C1=CC=C(C2=CC=CC=C12)CCCCCCCCCCCOC1OCCCC1 2-((11-(4-pentylnaphthalen-1-yl)undecyl)oxy)tetrahydro-2H-pyran